COC(CC(C)(C)C=1C=C(C=CC1)N1C(=CC2=CC=C(C=C12)OC(F)(F)F)C(=O)O)=O 1-(3-(4-methoxy-2-methyl-4-oxobutan-2-yl)phenyl)-6-(trifluoromethoxy)-1H-indole-2-carboxylic acid